5-(difluoromethyl)-1-(2-(methylsulfonyl)ethyl)-1H-pyrazole-3-carboxylic acid FC(C1=CC(=NN1CCS(=O)(=O)C)C(=O)O)F